CS(=O)(=O)CCCOC1=CC(=C(C(=N1)C)C=1C(=C(COC2=CC=3CC4C(C3C=C2)C4C(=O)O)C=CC1)C)C 4-{3-[6-(3-Methanesulfonyl-propoxy)-2,4-dimethyl-pyridin-3-yl]-2-methyl-benzyloxy}-1,1a,6,6a-tetrahydro-cyclopropa[a]indene-1-carboxylic acid